CC1(O[C@@H](C(O1)=O)CC=C)C (5R)-2,2-dimethyl-5-(prop-2-en-1-yl)-1,3-dioxolan-4-one